ClC1=NC=C2C(C(C(NC2=C1F)=O)C#N)=O 7-chloro-8-fluoro-2,4-dioxo-1,2,3,4-tetrahydro-1,6-naphthyridine-3-carbonitrile